C(C)(C)(C)NS(=O)(=O)C1=CN=C(S1)C(C)O[Si](C1=CC=CC=C1)(C1=CC=CC=C1)C(C)(C)C N-tert-butyl-2-(1-(tert-butyldiphenylsiloxy)ethyl)thiazole-5-sulfonamide